5-chloro-2-fluoro-4-(6-(oxetan-3-yloxy)pyridine-3-yl)aniline ClC=1C(=CC(=C(N)C1)F)C=1C=NC(=CC1)OC1COC1